C(C)(C)(C)OC(N[C@@H]1C=2C(=NC=CC2)CC12CCN(CC2)C2=NC(=CC(=N2)C#N)C)=O (S)-(1'-(4-cyano-6-methylpyrimidin-2-yl)-5,7-dihydrospiro[cyclopenta[b]pyridine-6,4'-piperidin]-5-yl)carbamic acid tert-butyl ester